(R)-6-(2-(3-chlorophenyl)-2-hydroxyacetyl)-2-(1-(naphthalen-2-yl)cyclopropyl)-5,6,7,8-tetrahydropyrido[4,3-d]pyrimidin-4(3H)-one ClC=1C=C(C=CC1)[C@H](C(=O)N1CC2=C(N=C(NC2=O)C2(CC2)C2=CC3=CC=CC=C3C=C2)CC1)O